C1(=CC=CC=C1)C=CC=O Beta-phenylacrylaldehyde